5-azoniaspiro-[4.4]-nonane C1CCC[N+]12CCCC2